O-isopropyl-hydroxylamine C(C)(C)ON